C(CCCCCCCCCCCCC)(=O)N(C[C@H](O)[C@@H](O)[C@H](O)[C@H](O)CO)C myristoyl-methylglucamine